[Si](C)(C)(C(C)(C)C)OC=1C=C(C=CC1)C=1NC(=C2N(C1)C(C(=N2)CC=2OC=CC2)=O)CC2=CC(=CC=C2)C 6-(3-((tert-butyldimethylsilyl)oxy)phenyl)-2-(furan-2-ylmethyl)-8-(3-methylbenzyl)imidazo[1,2-a]Pyrazin-3(7H)-one